CN1C[C@@H]([C@H](CC1)NC=1C=2C=C(N(C2C=CC1)CC(F)(F)F)I)C N-((3S,4S)-1,3-dimethylpiperidin-4-yl)-2-iodo-1-(2,2,2-trifluoroethyl)-1H-indol-4-amine